OC1C=2C=CC(=CC2CCC1C1N2C(C3=CC=CC=C13)=CN=C2)C(=O)NC 5-Hydroxy-6-(5H-imidazo[5,1-a]isoindol-5-yl)-N-methyl-5,6,7,8-tetrahydronaphthalen-2-carboxamid